CN1CC(C1)(C)[C@@](C=1C=C(C=NC1)CCC(C)(O)C1=CC=CC=C1)(C1=CC=C(C=C1)C(C)C)O 4-{5-[(R)-(1,3-dimethyl-azetidin-3-yl)-hydroxy-(4-isopropyl-phenyl)-methyl]-pyridin-3-yl}-2-phenyl-butan-2-ol